6-(2-(6-methylpyridin-2-yl)-5,6-dihydrocyclopenta[d]imidazol-1(4H)-yl)imidazo[1,2-b]pyridazine-3-carboxamide CC1=CC=CC(=N1)C1=NC2=C(N1C=1C=CC=3N(N1)C(=CN3)C(=O)N)CCC2